1-Piperidin-4-yl-1H-[1,2,3]triazole-4-carboxylic acid {2-oxo-2-[4-(3-trifluoromethyl-phenoxy)-piperidin-1-yl]-ethyl}-amide hydrochloride Cl.O=C(CNC(=O)C=1N=NN(C1)C1CCNCC1)N1CCC(CC1)OC1=CC(=CC=C1)C(F)(F)F